1-(4-bromo-3-fluorophenyl)-1,1-difluoro-2-methylpropane-2-ol BrC1=C(C=C(C=C1)C(C(C)(O)C)(F)F)F